(2R,4S)-4-fluoro-N-(3-(2-((3-methoxy-1-methyl-1H-pyrazol-4-yl)amino)pyrimidine-4-yl)-1H-indol-7-yl)-1-(1-methylpiperidin-4-yl)pyrrolidine-2-carboxamide F[C@H]1C[C@@H](N(C1)C1CCN(CC1)C)C(=O)NC=1C=CC=C2C(=CNC12)C1=NC(=NC=C1)NC=1C(=NN(C1)C)OC